C1(=CC=C(C=C1)C1=C(C=CC=C1)C(=O)O)C1=C(C=CC=C1)C(=O)O p-phenylenebis(carboxyl-benzene)